C1(CC1)C=1C=NC(=NC1)N1CCC(CC1)NC(OC(C)(C)C)=O tert-butyl N-[1-(5-cyclopropylpyrimidin-2-yl)piperidin-4-yl]carbamate